2-(4-chlorobutyloxy)benzyl bromide ClCCCCOC1=C(CBr)C=CC=C1